(S)-N-((5-chloro-6-((3-methylisoxazol-5-yl)methoxy)-1H-indol-2-yl)methyl)-3-hydroxybutanamide ClC=1C=C2C=C(NC2=CC1OCC1=CC(=NO1)C)CNC(C[C@H](C)O)=O